tin-gallium [Ga].[Sn]